5-(3'-Methyl-2'-oxo-2',3'-dihydrospiro[cyclobutane-1,1'-pyrrolo[2,3-c]quinolin]-8'-yl)-2-(2-(methylamino)ethoxy)pyridin CN1C(C2(C3=C1C=NC=1C=CC(=CC31)C=3C=CC(=NC3)OCCNC)CCC2)=O